1-(3-fluoro-4-(2-((1-(3-methoxypropyl)-3-methyl-1H-pyrazol-4-yl)amino)thiazol-4-yl)phenyl)-3-tritylimidazolidin-2-one FC=1C=C(C=CC1C=1N=C(SC1)NC=1C(=NN(C1)CCCOC)C)N1C(N(CC1)C(C1=CC=CC=C1)(C1=CC=CC=C1)C1=CC=CC=C1)=O